OC1=C(C=CC(=C1)OCCCCCCCC)C1=NC(=NC(=N1)C1=C(C=C(C=C1)OCCCCCCCC)O)C1=C(C=C(C=C1)OCCCCCCCC)O 2,4,6-Tris(2-hydroxy-4-octyloxyphenyl)-1,3,5-triazin